1,8-diiodo-3,3,4,4,5,5,6,6-octafluorooctane ICCC(C(C(C(CCI)(F)F)(F)F)(F)F)(F)F